1-[3-(2-chloro-5-fluoro-pyrimidin-4-yl)phenyl]pyrrolidin-2-one ClC1=NC=C(C(=N1)C=1C=C(C=CC1)N1C(CCC1)=O)F